FC=1C=NC(=NC1)C1=C(C=CC(=C1)OC)O (5-fluoropyrimidin-2-yl)-4-methoxyphenol